tert-Butyl (S)-4-((3-(4-((3-(2,3-difluoro-4-methoxyphenyl)imidazo[1,2-a]pyrazin-8-yl)amino)-2-ethylbenzamido)-1-methoxy-1-oxopropan-2-yl)carbamoyl)piperidine-1-carboxylate FC1=C(C=CC(=C1F)OC)C1=CN=C2N1C=CN=C2NC2=CC(=C(C(=O)NC[C@@H](C(=O)OC)NC(=O)C1CCN(CC1)C(=O)OC(C)(C)C)C=C2)CC